FC(C(=O)C=1C=NC(=CC1)NC1=NC=NC(=C1)NC1=NC=CC=C1S(=O)(=O)C)(F)F 2,2,2-trifluoro-1-(6-((6-((3-(methylsulfonyl)pyridin-2-yl)amino)pyrimidin-4-yl)amino)pyridin-3-yl)ethanone